((R)-cyclopropyl-quinolin-3-yl-methyl)-amine C1(CC1)[C@H](C=1C=NC2=CC=CC=C2C1)N